ClC1=CC=C2C(=N1)C(=NN2COCC[Si](C)(C)C)C 2-[(5-chloro-3-methyl-pyrazolo[4,3-b]pyridin-1-yl)methoxy]ethyl-trimethyl-silane